N-(α-ethylbenzyl)-3-methyl-2-phenylquinoline-4-carboxamide C(C)C(C1=CC=CC=C1)NC(=O)C1=C(C(=NC2=CC=CC=C12)C1=CC=CC=C1)C